2-amino-4-methyl-thiophene-3-carboxylic acid ethyl ester C(C)OC(=O)C1=C(SC=C1C)N